BrC=1C=CC(=C(OCCCN2CCCC2)C1)C=1OC2=C(C=CC=C2C(C1)=O)Cl (2S)-1-[3-[5-Bromo-2-(8-chloro-4-oxochromen-2-yl)phenoxy]propyl]pyrrolidin